2-amino-5-(trifluoromethyl)phenol NC1=C(C=C(C=C1)C(F)(F)F)O